(S)-4-(1-(4-(Benzyloxy)-5-methoxy-2-nitrobenzoyl)-6-(((tert-butyldimethylsilyl)oxy)methyl)-1,2,3,6-tetrahydropyridin-4-yl)-N-methylbenzenesulfonamide C(C1=CC=CC=C1)OC1=CC(=C(C(=O)N2CCC(=C[C@H]2CO[Si](C)(C)C(C)(C)C)C2=CC=C(C=C2)S(=O)(=O)NC)C=C1OC)[N+](=O)[O-]